OC1CC(C1)NC1=NC=C2C=C(N=C(C2=C1)NC(C)C)C#N 7-(((1r,3r)-3-hydroxycyclobutyl)amino)-1-(isopropylamino)-2,6-naphthyridine-3-carbonitrile